FC(CN1N=CC=2C1=NC(=CN2)N2CCC(CC2)OC2CN(C2)C=2C(=NC=CC2)C(F)(F)F)F 1-(2,2-difluoroethyl)-6-(4-((1-(2-(trifluoromethyl)pyridin-3-yl)azetidin-3-yl)oxy)piperidin-1-yl)-1H-pyrazolo[3,4-b]pyrazine